3-((1-acetylazetidin-3-yl)methyl)-1-(5-chloro-3-fluoropyridin-2-yl)-4-(4-(trifluoromethyl)benzyl)piperazine-2,5-dione C(C)(=O)N1CC(C1)CC1C(N(CC(N1CC1=CC=C(C=C1)C(F)(F)F)=O)C1=NC=C(C=C1F)Cl)=O